N1=C(C=CC=C1)CN (R)-pyridylmethylamine